ClC1=CC(=C(C=C1)C1=C2C(=C(N=N1)N[C@H]1CN(CCC1)C)C=NC=C2)C(F)F 1-[4-chloro-2-(difluoromethyl)phenyl]-N-[(3R)-1-methylpiperidin-3-yl]pyrido[3,4-d]pyridazin-4-amine